cis-methyl 4-(benzylamino)tetrahydrofuran-2-carboxylate hydrochloride Cl.C(C1=CC=CC=C1)N[C@@H]1C[C@@H](OC1)C(=O)OC